3-[(2,3-dichloropyridin-4-yl)oxyl-1H-pyrazolo[3,4-b]pyrazin-6-yl]-1,3-dihydrospiro[indene-2,4'-piperidin]-3-amine ClC1=NC=CC(=C1Cl)ON1N=CC=2C1=NC(=CN2)C2(C1=CC=CC=C1CC21CCNCC1)N